1,6-bis(4-(phenylethynyl)phenoxy)hexane C1(=CC=CC=C1)C#CC1=CC=C(OCCCCCCOC2=CC=C(C=C2)C#CC2=CC=CC=C2)C=C1